BrC=1C=C(C=C(C1)F)F 5-bromo-1,3-difluorobenzene